CC1=C(C=C2N1C1=CC=CC=C1C(N2)=O)C#N methyl-5-oxo-4,5-dihydropyrrolo[1,2-a]quinazoline-2-carbonitrile